C(#N)C(C(=O)NC1=CC=C(C=C1)S(N)(=O)=O)=CC1=C(C=C(C=C1)[N+](=O)[O-])[N+](=O)[O-] 2-Cyano-3-(2,4-dinitrophenyl)-N-(4-sulfamoylphenyl)acrylamide